O1CCN(CC1)C1=NC(=C2C=C(C=NC2=C1)C(=O)N)OC1CCC(CC1)NC1=NC=C(C=N1)C(F)(F)F 7-Morpholino-5-[4-[[5-(trifluoromethyl)pyrimidin-2-yl]amino]cyclohexoxy]-1,6-naphthyridine-3-carboxamide